4-[5-(cyanomethyl)benzimidazol-1-yl]-2,6-dimethoxy-N-(2,2,2-trifluoroethyl)benzamide C(#N)CC1=CC2=C(N(C=N2)C2=CC(=C(C(=O)NCC(F)(F)F)C(=C2)OC)OC)C=C1